NC(CO)(CO)C=1N=NN(C1)CCCCCCCCCCC 2-amino-2-(1-undecyl-1H-1,2,3-triazole-4-yl)propane-1,3-diol